N-(3-(tert-butyl)phenyl)-[1,1'-biphenyl]-2-amine C(C)(C)(C)C=1C=C(C=CC1)NC=1C(=CC=CC1)C1=CC=CC=C1